C(C1=CC=CC=C1)OC=1C(=CC(=C(C1)NC(OCC=C)=O)C(=O)N1[C@@H](CC(=CC1)C1=CC=C(C=C1)OC)CO)OC allyl (S)-(5-(benzyloxy)-2-(2-(hydroxymethyl)-4-(4-methoxyphenyl)-1,2,3,6-tetrahydropyridine-1-carbonyl)-4-methoxy-phenyl)carbamate